2-Chloro-4'-(((cis-4-hydroxy-4-methylcyclohexyl)methyl)sulfonyl)-[1,1'-biphenyl]-4-carbonitrile ClC1=C(C=CC(=C1)C#N)C1=CC=C(C=C1)S(=O)(=O)CC1CCC(CC1)(C)O